2-(5-isopropyl-2-methylphenoxy)acethydrazide C(C)(C)C=1C=CC(=C(OCC(=O)NN)C1)C